4-fluoro-6-(2-hydroxypropan-2-yl)-3-[(3R)-oxolan-3-yloxy]-2,3-dihydro-1H-isoindol-1-one FC1=C2C(NC(C2=CC(=C1)C(C)(C)O)=O)O[C@H]1COCC1